BrC=1C=CC2=C(N=NO2)C1Br dibromobenzooxadiazole